OCC1(COC1)CO 3,3-bis-(hydroxymethyl)oxetane